3-[3-(2-Chloro-6-methyl-4-pyridyl)-5-[(1-hydroxycyclopropyl)methylamino]pyrazolo[1,5-a]pyrimidin-2-yl]benzonitrile ClC1=NC(=CC(=C1)C=1C(=NN2C1N=C(C=C2)NCC2(CC2)O)C=2C=C(C#N)C=CC2)C